FC(OC1=CC(=NN1)NC1=CN=C2C(=N1)N(C=C2)C[C@H](CO)C)F (R)-3-(3-((5-(difluoromethoxy)-1H-pyrazol-3-yl)amino)-5H-pyrrolo[2,3-b]pyrazin-5-yl)-2-methylpropan-1-ol